3-(Ethylsulfonyl)-N'-hydroxy-5-(4-(trifluoromethoxy)phenyl)-N-(6-(trifluoromethyl)pyridin-3-yl)picolinimidamide C(C)S(=O)(=O)C=1C(=NC=C(C1)C1=CC=C(C=C1)OC(F)(F)F)C(NC=1C=NC(=CC1)C(F)(F)F)=NO